O=C1N(CCC(N1)=O)C=1C=C(C(=O)N2CCN(CCC2)C(=O)OC(C)(C)C)C=CC1OC tert-butyl 4-(3-(2,4-dioxotetrahydropyrimidin-1(2H)-yl)-4-methoxybenzoyl)-1,4-diazepane-1-carboxylate